(R,E)-1-(4-(4-((4-([1,2,4]triazolo[1,5-a]pyridin-7-yloxy)-3-methylphenyl)amino)pyrrolo[2,1-f][1,2,4]triazin-5-yl)piperidin-1-yl)-3-(1-methylpyrrolidin-2-yl)prop-2-en-1-one N=1C=NN2C1C=C(C=C2)OC2=C(C=C(C=C2)NC2=NC=NN1C2=C(C=C1)C1CCN(CC1)C(\C=C\[C@@H]1N(CCC1)C)=O)C